ClC=1C=NC=C(C1C1=C(C=CC(=C1F)Cl)N1N=NC(=C1)C(F)(F)F)Cl 3,5-dichloro-4-(5-chloro-6-fluoro-2-(4-(trifluoromethyl)-1H-1,2,3-triazol-1-yl)phenyl)-pyridin